N-(4-(3-amino-7-(5-(2-hydroxypropan-2-yl)pyridin-2-yl)-1H-pyrazolo[4,3-c]pyridin-4-yl)benzyl)-5-fluoro-2-methoxybenzamide NC1=NNC2=C1C(=NC=C2C2=NC=C(C=C2)C(C)(C)O)C2=CC=C(CNC(C1=C(C=CC(=C1)F)OC)=O)C=C2